CC(=O)C1=C(C=C(C=C1)Cl)Cl 2,4-dichlorophenyl methyl ketone